O1COC2=C1C=CC(=C2)COC2(N1C(C3=CC=CC=C23)=NCC1)C1=CC=C(C=C1)Cl 5-(benzo[d][1,3]dioxol-5-ylmethoxy)-5-(4-chlorophenyl)-2,5-dihydro-3H-imidazo[2,1-a]isoindole